acrylamide p-toluenesulfonate CC1=CC=C(C=C1)S(=O)(=O)O.C(C=C)(=O)N